BrC1=CC=C(C=C1)\C=C\1/CN(CC1)CCC(F)F (3Z)-3-[(4-bromophenyl)methylene]-1-(3,3-difluoropropyl)pyrrolidine